[Cl-].[Cl-].CC([SiH](C)[Zr+2](C1C(=CC2=C(C=CC=C12)C1=CC=CC=C1)C)C1C(=CC2=C(C=CC=C12)C1=CC=CC=C1)C)C dimethyl-dimethylsilyl-bis(2-methyl-4-phenyl-1-indenyl)zirconium dichloride